2-methyl-N-(4-(5-(2-methylpyridin-4-ylamino)-1H-benzo[d]imidazol-2-yl)phenyl)-6-morpholinylquinolin-4-amine CC1=NC2=CC=C(C=C2C(=C1)NC1=CC=C(C=C1)C1=NC2=C(N1)C=CC(=C2)NC2=CC(=NC=C2)C)N2CCOCC2